C(C)(C)(C)OC(=O)N1C[C@@H](CC1)C1=CC=2N=NC(=CC2N1C1CC1)C1=C(C=CC=C1)O (R)-3-(5-cyclopropyl-3-(2-hydroxyphenyl)-5H-pyrrolo[3,2-c]pyridazin-6-yl)pyrrolidine-1-carboxylic acid tert-butyl ester